ClC=1C=NC=CC1\N=N/C1=C(C=C(C=C1)NC(C1=NC=C(C=C1)F)=O)OC (Z)-N-(4-((3-chloropyridin-4-yl)diazenyl)-3-methoxyphenyl)-5-fluoropicolinamide